2,3,4,7,8,9,10,11,12,13,14,15,16,17-tetradecahydro-1H-cyclopenta[a]phenanthren-3-yl 4-(bis(3-amino-3-methylbutyl)amino)-4-oxobutanoate dihydrochloride Cl.Cl.NC(CCN(C(CCC(=O)OC1CCC2C3CCC4CCCC4C3CC=C2C1)=O)CCC(C)(N)C)(C)C